1-Benzyl ((2R,4s,7R)-2-((1-(2,6-dioxopiperidin-3-yl)-3-methyl-2-oxo-2,3-dihydro-1H-benzo[d]imidazol-4-yl)methyl)spiro[3.5]nonan-7-yl)(methyl)carbamate O=C1NC(CCC1N1C(N(C2=C1C=CC=C2CC2CC1(C2)CCC(CC1)N(C(OCC1=CC=CC=C1)=O)C)C)=O)=O